CN1CCC(=CC1)C=1C=CC(=C2C=NN(C12)CC#N)NC1=NC=C(C(=N1)NC)C(F)(F)F 2-(7-(1-methyl-1,2,3,6-tetrahydropyridin-4-yl)-4-((4-(methylamino)-5-(trifluoromethyl)pyrimidin-2-yl)amino)-1H-indazol-1-yl)acetonitrile